acryloyloxyethyl-diphenyl-ammonium chloride [Cl-].C(C=C)(=O)OCC[NH+](C1=CC=CC=C1)C1=CC=CC=C1